FC(C1(CC1)C(=O)NC1=C(C(=O)N)C=CC=C1)(F)F 2-[[1-(trifluoromethyl)cyclopropanecarbonyl]amino]benzamide